3,7-dimethyloct-4-en-1-yl acetate C(C)(=O)OCCC(C=CCC(C)C)C